C1(CC1)C1=NN2C(=NN(C(C2=C1)=O)CC(=O)O)C(C)C 2-(2-cyclopropyl-7-isopropyl-4-oxopyrazolo[1,5-d][1,2,4]triazin-5(4H)-yl)acetic acid